C1(CCCC1)N1C(C2=CC=C(C=C2CC1)OC\C(\CNC(OC(C)(C)C)=O)=C\F)=O t-butyl N-[(E)-2-[(2-cyclopentyl-1-oxo-3,4-dihydroisoquinolin-6-yl)oxymethyl]-3-fluoro-allyl]carbamate